4-t-butyl-2,6-dimethylphenyl-sulfur trifluoride C(C)(C)(C)C1=CC(=C(C(=C1)C)S(F)(F)F)C